perfluoromethyl-2-decanesulfonic acid FC(C(C(C(C(C(C(C(C(C(F)(F)F)(F)F)(F)F)(F)F)(F)F)(F)F)(F)F)(F)F)(S(=O)(=O)O)F)(C(F)(F)F)F